C[C@H]1N(CCOC1)C1=C2C(=C3C(=N1)N(N=C3C#N)C3=NNC=C3)N(CC2)S(=O)(=O)C (R)-4-(3-methylmorpholinyl)-1-(methylsulfonyl)-6-(1H-pyrazol-3-yl)-1,2,3,6-tetrahydropyrazolo[3,4-b]pyrrolo[2,3-d]pyridine-8-carbonitrile